azetidinium trifluoroacetate salt FC(C(=O)[O-])(F)F.[NH2+]1CCC1